stearylstearic acid C(CCCCCCCCCCCCCCCCC)C(C(=O)O)CCCCCCCCCCCCCCCC